(Z)-2-(5-ethyl-1-(4-((4-fluorophenoxy)methyl)benzylidene)-2-methyl-1H-inden-3-yl)acetic acid C(C)C=1C=C2C(=C(/C(/C2=CC1)=C/C1=CC=C(C=C1)COC1=CC=C(C=C1)F)C)CC(=O)O